[C@@H]12OC[C@@H](N(C1)C1=C(C=C(C(=C1)OC)NC1=NC=NC(=C1)N1OCC[C@@H]1C1=C(C=C(C=C1)F)F)NC(C=C)=O)C2 N-(2-((1S,4S)-2-oxa-5-azabicyclo[2.2.1]heptane-5-yl)-5-((6-((R)-3-(2,4-difluorophenyl)-isoxazolidine-2-yl)pyrimidine-4-yl)amino)-4-methoxyphenyl)acrylamide